5-((tert-Butoxycarbonyl)amino)-3,3-dimethylpentane C(C)(C)(C)OC(=O)NCCC(CC)(C)C